p-(6-bromohexanamido)-L-phenylalanine BrCCCCCC(=O)NC1=CC=C(C[C@H](N)C(=O)O)C=C1